2-aminopyridylpropylurea NC1=NC=CC=C1CCCNC(=O)N